(S)-N-(1-aminopropan-2-yl)-5-chloro-6,7-difluoro-N-methyl-1H-indole-2-carboxamide NC[C@H](C)N(C(=O)C=1NC2=C(C(=C(C=C2C1)Cl)F)F)C